3,6-dimethylcyclohexane-1,2-dicarboxylic acid diethyl ester C(C)OC(=O)C1C(C(CCC1C)C)C(=O)OCC